COC1=CC=C(CON=C2C3=CC=CC=C3C(C=3[NH+](CN(C32)C)C)=O)C=C1 (E) or (Z)-4-((4-methoxybenzyloxy)imino)-1,3-dimethyl-9-oxo-4,9-dihydro-1H-naphtho[2,3-d]imidazolium